3-fluoro-N-(4-fluoro-3-{5-[3-(methoxymethyl)azetidin-1-yl]-2H-pyrazolo[3,4-b]pyridin-2-yl}phenyl)azetidine-1-carboxamide FC1CN(C1)C(=O)NC1=CC(=C(C=C1)F)N1N=C2N=CC(=CC2=C1)N1CC(C1)COC